7-(1-cyclopropyl-1H-pyrazol-4-yl)-2-((2-fluoro-4-((4-(4-(piperazin-1-yl)butyl)piperazin-1-yl)sulfonyl)phenyl)amino)-3-methyl-4H-pyrido[1,2-a]pyrimidin-4-one C1(CC1)N1N=CC(=C1)C=1C=CC=2N(C(C(=C(N2)NC2=C(C=C(C=C2)S(=O)(=O)N2CCN(CC2)CCCCN2CCNCC2)F)C)=O)C1